tert-butyl (R)-4-ethyl-1,2,3-oxathiazolidine-3-carboxylate 2,2-dioxide C(C)[C@H]1N(S(OC1)(=O)=O)C(=O)OC(C)(C)C